ClC1=C2N=CC(=NC2=CC=C1)NC1=NNC(=C1)C1CCCC1 5-chloro-N-(5-cyclopentyl-1H-pyrazol-3-yl)quinoxalin-2-amine